OC=1C(=NC=CC1OC)C(=O)N[C@H](C(=O)OC(C)C1(C(C1)C1=CC=C(C=C1)F)C1=CC=CC2=CC=CC=C12)C 1-[2-(4-fluorophenyl)-1-(1-naphthyl) cyclopropyl]ethyl (2S)-2-[(3-hydroxy-4-methoxy-pyridine-2-carbonyl)amino]propanoate